BrC=1C=C2C(CC3(CCNCC3)OC2=CC1)=O 6-bromo-4-oxospiro[chroman-2,4'-piperidine]